4-(N-methyl-N-(3-(N,N-diethyl-L-alanylamino)-4-methoxyphenyl)-amino)coumarin CN(C1=CC(=C(C=C1)OC)NC([C@@H](N(CC)CC)C)=O)C1=CC(OC2=CC=CC=C12)=O